O1CCC(CC1)NC(=O)C1=CC=C(C=N1)N1CCN(CC1)C(=O)[O-] 4-(6-((Tetrahydro-2H-pyran-4-yl)carbamoyl)pyridin-3-yl)piperazine-1-carboxylate